CS(=O)(=O)OC1CCC(CC1)CN1CCN(CC1)C(=O)OC(C)(C)C tert-butyl 4-(((1s,4s)-4-((methylsulfonyl)oxy)cyclohexyl)methyl)piperazine-1-carboxylate